FC1=C(C(=C(C=C1C1=NN(C2=C1C=NC(=C2)N2C(COCC2)CC(C)C)C)C(F)(F)F)F)O 2,6-Difluoro-3-(6-(3-isobutylmorpholino)-1-methyl-1H-pyrazolo[4,3-c]pyridin-3-yl)-5-(trifluoromethyl)phenol